ClC1=C(C#N)C=CC(=C1)N1CC2(CC1C)CCN(CC2)C2=CC=C(C=C2)C(=O)N2CCC(CC2)CN2CCN(CC2)C2=CC=C(C=C2)NC2C(NC(CC2)=O)=O 2-Chloro-4-(8-(4-(4-((4-(4-((2,6-dioxopiperidin-3-yl)amino)phenyl)piperazin-1-yl)methyl)piperidine-1-carbonyl)phenyl)-3-methyl-2,8-diazaspiro[4.5]decan-2-yl)benzonitrile